CC=CC=CC=CC=CC(=CCCCCC)N hexadeca-2,4,6,8,10-pentaen-10-amine